C(#N)CC1(CN(C1)C1CCN(CC1)C(=O)NC=1SC(=C(N1)C)C)N1N=CC(=C1)C=1C2=C(N=CN1)NC=C2 4-{3-(cyanomethyl)-3-[4-(7H-pyrrolo[2,3-d]pyrimidin-4-yl)-1H-pyrazol-1-yl]azetidin-1-yl}-N-(4,5-dimethyl-1,3-thiazol-2-yl)piperidine-1-carboxamide